2-(((tert-Butyloxycarbonyl)(cyclobutylmethyl)amino)methyl)-6-((imidazo[1,2-b]pyridazine-2-carboxamido)methyl)-1H-indole-1-carboxylic acid tert-butyl ester C(C)(C)(C)OC(=O)N1C(=CC2=CC=C(C=C12)CNC(=O)C=1N=C2N(N=CC=C2)C1)CN(CC1CCC1)C(=O)OC(C)(C)C